3,5-difluoropyridine-4-formaldehyde FC=1C=NC=C(C1C=O)F